(15α,16α,17β)-3-(benzyloxy)estra-1,3,5(10)-triene-15,16,17-triol triacetate C(C)(=O)O[C@H]1[C@H]([C@@H]([C@]2(C)[C@@H]1[C@@H]1CCC=3C=C(C=CC3[C@H]1CC2)OCC2=CC=CC=C2)OC(C)=O)OC(C)=O